NC1=NC=NN2C1=C(C(=C2C(C)C)C#CC=2C=NC=CC2)C(=O)NC2=CC=C(C=C2)COC 4-amino-7-isopropyl-N-(4-(methoxymethyl)phenyl)-6-(pyridin-3-ylethynyl)pyrrolo[2,1-f][1,2,4]triazine-5-carboxamide